(S)-8-(2-amino-6-((R)-1-(3',5-dichloro-5'-fluoro-[1,1'-biphenyl]-2-yl)-2,2,2-trifluoroethoxy)pyrimidin-4-yl)-2,8-diazaspiro[4.5]decane-3-carboxylic acid NC1=NC(=CC(=N1)N1CCC2(C[C@H](NC2)C(=O)O)CC1)O[C@@H](C(F)(F)F)C1=C(C=C(C=C1)Cl)C1=CC(=CC(=C1)F)Cl